N1CC(C1)N1CCN(CC1)C=1C(=C(C=C(C1)C#N)NC1=NC=2N(C(=N1)NC1CC1)N=CC2C#N)Cl 2-((3-(4-(azetidin-3-yl)piperazin-1-yl)-2-chloro-5-cyanophenyl)amino)-4-(cyclopropylamino)pyrazolo[1,5-a][1,3,5]triazine-8-carbonitrile